The molecule is the chloride salt of edrophonium. A reversible inhibitor of cholinesterase with a rapid onset (30-60 seconds after injection) but a short duration of action (5-15 minutes), it is used in myasthenia gravis both diagnostically and to distinguish between under- or over-treatment with other anticholinesterases. It has also been used for the reversal of neuromuscular blockade in anaesthesia, and for the management of poisoning due to tetrodotoxin, a neuromuscular blocking toxin found in puffer fish and other marine animals. It has a role as an EC 3.1.1.8 (cholinesterase) inhibitor, a diagnostic agent and an antidote. It is a quaternary ammonium salt and a chloride salt. It contains an edrophonium. CC[N+](C)(C)C1=CC(=CC=C1)O.[Cl-]